NC1=CC(=C(OC2=CC=C(C=C2)C(C(F)(F)F)(C(F)(F)F)C2=CC=C(C=C2)OC2=C(C=C(C=C2)N)C(F)(F)F)C=C1)C(F)(F)F 2,2-bis[4-(4-amino-2-trifluoromethylphenoxy)phenyl]Hexafluoropropane